FC=1C(=CC(=C2C=C(NC12)C(=O)N1CCN(CC1)C1=NC=C(C=C1OC)F)C1NCCC1)C1=CCCN(C1)C(CCN1N=NC=C1)=O 1-[5-[7-fluoro-2-[4-(5-fluoro-3-methoxy-2-pyridyl)piperazine-1-carbonyl]-4-pyrrolidin-2-yl-1H-indol-6-yl]-3,6-dihydro-2H-pyridin-1-yl]-3-(triazol-1-yl)propan-1-one